6-chloro-3-(((R)-1-(2-((1R,5S,6S)-6-(2-methoxypyridin-4-yl)-3-azabicyclo[3.1.0]hexan-3-yl)-3,6-dimethyl-4-oxo-3,4-dihydroquinazolin-8-yl)ethyl)amino)-N-(methylsulfonyl)picolinamide ClC1=CC=C(C(=N1)C(=O)NS(=O)(=O)C)N[C@H](C)C=1C=C(C=C2C(N(C(=NC12)N1C[C@@H]2C([C@@H]2C1)C1=CC(=NC=C1)OC)C)=O)C